ClC1=C(C[C@@H]2N(OCC2)C2=CC(=NC=N2)NC=2C(=CC(=C(C2)NC(C=C)=O)N2C[C@@H](CC2)N(C)C)OC)C=CC=C1Cl N-(5-((6-((S)-3-(2,3-dichlorobenzyl)-isoxazolidine-2-yl)pyrimidine-4-yl)amino)-2-((R)-3-(dimethylamino)pyrrolidine-1-yl)-4-methoxyphenyl)acrylamide